NC1=NC=C(C2=C1C(=NN2[C@@H]2CN(CC2)C(C=C)=O)C#CC2=CC(=CC(=C2)OC)OC)C(C)(F)F (S)-1-(3-(4-amino-7-(1,1-difluoroethyl)-3-((3,5-dimethoxyphenyl)ethynyl)-1H-pyrazolo[4,3-c]pyridin-1-yl)pyrrolidin-1-yl)prop-2-en-1-one